tert-Butyl-4-(1-(4-amino-5-methoxy-2-methylphenyl)piperidin-4-yl)piperazine-1-carboxylic acid C(C)(C)(C)C1N(CCN(C1)C1CCN(CC1)C1=C(C=C(C(=C1)OC)N)C)C(=O)O